N-[(1R)-1-[3-[1-(2-Hydroxyethyl)pyrazol-4-yl]-4-methoxy-phenyl]ethyl]-2-methyl-5-(4-methylpiperazin-1-yl)benzamide OCCN1N=CC(=C1)C=1C=C(C=CC1OC)[C@@H](C)NC(C1=C(C=CC(=C1)N1CCN(CC1)C)C)=O